tert-Butyl 2-[4-(tert-butoxycarbonylamino)-1-(2,6-dioxo-3-piperidyl)-2-oxo-indolin-3-yl]acetate C(C)(C)(C)OC(=O)NC1=C2C(C(N(C2=CC=C1)C1C(NC(CC1)=O)=O)=O)CC(=O)OC(C)(C)C